(2-(3-cyclopropylmethoxy-4-methoxyphenyl)-2-bromovinyl)-2,6-dimethylpyridin-4(1H)-one C1(CC1)COC=1C=C(C=CC1OC)C(=CN1C(=CC(C=C1C)=O)C)Br